OC(CCC[C@@H](OC(C)C)[C@H]1N(C(OC1)(C)C)C(=O)OC(C)(C)C)C1=CN=C2C(=N1)N(C(=C2)C(C(F)(F)F)(C)C)C tert-butyl (4S)-4-[(1R)-5-hydroxy-1-isopropoxy-5-[5-methyl-6-(2,2,2-trifluoro-1,1-dimethyl-ethyl)pyrrolo[2,3-b]pyrazin-3-yl]pentyl]-2,2-dimethyl-oxazolidine-3-carboxylate